NC=1NC2=C(N1)C=CC(=C2)OC 2-Amino-5-methoxybenzimidazole